C(#N)C1=CC=C(C=C1)OC(=O)C12C(C3C(C4=NC=CC=C4O3)(C1C2)O)C2=CC=CC=C2.C2(=CC=CC=C2)P(C=2[CH-]C=CC2)C2=CC=CC=C2.[CH-]2C=CC=C2.[Fe+2] 2-(diphenylphosphino)ferrocene (4-cyanophenyl)-7b-hydroxy-6-phenyl-5a,7,7a,7b-tetrahydrocyclopropa[4',5']cyclopenta[1',2':4,5]furo[3,2-b]pyridine-6a(6H)-carboxylate